CC1=NN(C(=C1)C)C=1N=C(C2=C(N1)SC=C2)NC2=CC=C(C=C2)I 2-(3,5-dimethyl-1H-pyrazol-1-yl)-N-(4-iodophenyl)thieno[2,3-d]pyrimidin-4-amine